ClC(C(C)C)OC(CCCCCCCCCCCC)=O.[I-].C(CCCCC)OC=1C(=NSN1)C1=CCC[N+](C1)(C(C(C)C)OC(CCCCCCCCCCCC)=O)C 5-(4-(hexyloxy)-1,2,5-thiadiazol-3-yl)-1-methyl-1-(2-methyl-1-(tridecanoyloxy)propyl)-1,2,3,6-tetrahydropyridin-1-ium iodide 1-Chloro-2-methylpropyl-tridecanoate